FC=1C=C(OC2CC3(CC(C3)NC(OC(C)(C)C)=O)C2)C=CC1C=O tert-butyl (6-(3-fluoro-4-formylphenoxy)spiro[3.3]heptan-2-yl)carbamate